C(=O)O.C(C)C1(C(N[C@H](C1)CN1CCN(CC1)C1=C(C=CC=C1)C(C)C)=O)CC (R)-3,3-diethyl-5-((4-(2-isopropylphenyl)piperazin-1-yl)methyl)pyrrolidin-2-one formate